C(C)(C)(C)C=1C(=C(C(=O)OC2CCC(CC2)C(C)(C)C2CCC(CC2)O)C=CC1)I 4,4'-isopropylidenebiscyclohexanol tert-butyl-2-iodobenzoate